N-[2-(carbamoylmethoxy)-4-(2-bromo-3-(3,4-ethylenedioxyphenyl)benzyloxy)-5-chlorobenzyl]-4-hydroxyproline C(N)(=O)COC1=C(CN2[C@@H](CC(C2)O)C(=O)O)C=C(C(=C1)OCC1=C(C(=CC=C1)C1=CC2=C(C=C1)OCCO2)Br)Cl